benzyl (S)-4-(2-chloro-5-ethyl-7-((3-(pivaloyloxy)naphthalen-1-yl)methyl)-5H-pyrrolo[3,2-d]pyrimidin-4-yl)-2-(cyanomethyl)piperazine-1-carboxylate ClC=1N=C(C2=C(N1)C(=CN2CC)CC2=CC(=CC1=CC=CC=C21)OC(C(C)(C)C)=O)N2C[C@@H](N(CC2)C(=O)OCC2=CC=CC=C2)CC#N